FC(C(C(C([2H])([2H])N1C(SC(=C1C)C)=NC(=O)C1C(C1(C)C)(C)C)([2H])[2H])([2H])[2H])([2H])[2H] N-(3-(4-fluorobutyl-1,1,2,2,3,3,4,4-d8)-4,5-dimethylthiazol-2(3H)-yliden)-2,2,3,3-tetramethylcyclopropane-1-carboxamide